N[C@H]1CCC2=CC(=CC=C12)N1C(=NC=2C1=NC(=CC2)N2N=CC(=C2)C#N)C=2C(=NC=CC2)N (S)-1-(3-(1-amino-2,3-dihydro-1H-inden-5-yl)-2-(2-aminopyridin-3-yl)-3H-imidazo[4,5-b]pyridin-5-yl)-1H-pyrazole-4-carbonitrile